NC1=NC2=CC=C(C(=C2C=N1)F)F 2-Amino-5,6-difluoroquinazoline